NCC=1C=C(C2=C(OCCO2)C1)N1CCN(CC1)CN 7-(aminomethyl)-5-(4-(aminomethyl)piperazin-1-yl)-2,3-dihydro-1,4-benzodioxine